((4-bromophenoxy)methyl)tetrahydro-2H-pyran BrC1=CC=C(OCC2OCCCC2)C=C1